NC1=C2NC(N(C2=NC(=N1)OCCCC)CC1=CC=C(CN2CCC(CC2)CCNC([C@H](CCCCNC(CON)=O)NC(CCCC2=CC=CC=C2)=O)=O)C=C1)=O (S)-N-(2-(1-(4-((6-amino-2-butoxy-8-oxo-7,8-dihydro-9H-purin-9-yl)methyl)benzyl)piperidin-4-yl)ethyl)-6-(2-(aminooxy)acetamido)-2-(4-phenylbutanamido)hexanamide